ClC1=C(C=C(C=C1)NC(=O)N1[C@H]2C[C@H](C[C@@]1(C2)CC=2OC(=NN2)C)C)N2N=CC=N2 (1R,3R,5S)-N-(4-chloro-3-(2H-1,2,3-triazol-2-yl)phenyl)-3-methyl-1-((5-methyl-1,3,4-oxadiazol-2-yl)methyl)-6-azabicyclo[3.1.1]heptane-6-carboxamide